C(C)(C)(C)OC(=O)[C@@H]1N(CCCC1)C (R)-tert-butyl-1-methylpiperidine-2-carboxylate